n-tricosylpropylenediamine C(CCCCCCCCCCCCCCCCCCCCCC)NC(CN)C